FC=1C=C2C=3C=C(C=CC3N(C2=CC1)C1=CC=C(C=C1)C(F)(F)F)C(=O)NC 6-fluoro-N-methyl-9-[4-(trifluoromethyl)phenyl]-9H-carbazole-3-carboxamide